N,N'-bis(1-methylheptyl) p-phenylenediamine 2-oxoethyl methanesulfonate CS(=O)(=O)OCC=O.CC(CCCCCC)NC1=CC=C(C=C1)NC(CCCCCC)C